2-((6-((3-chloro-5-cyano-6-((3R,5S)-4,4-difluoro-3-(2-hydroxyethyl)-5-methylpiperidin-1-yl)pyridin-2-yl)amino)-1-methyl-2-oxo-1,2-dihydroquinolin-3-yl)oxy)-N-methylacetamide ClC=1C(=NC(=C(C1)C#N)N1C[C@H](C([C@H](C1)C)(F)F)CCO)NC=1C=C2C=C(C(N(C2=CC1)C)=O)OCC(=O)NC